(S)-N-(3-(5-(8-aminooct-1-yn-1-yl)-1H-pyrrol-2-yl)prop-2-yn-1-yl)-2-(4-(4-chlorophenyl)-2,3,9-trimethyl-6H-thieno[3,2-f][1,2,4]triazolo[4,3-a][1,4]diazepin-6-yl)acetamide NCCCCCCC#CC1=CC=C(N1)C#CCNC(C[C@H]1C=2N(C3=C(C(=N1)C1=CC=C(C=C1)Cl)C(=C(S3)C)C)C(=NN2)C)=O